FC(C=1C=C(C=C(C1)C(F)(F)F)C=1C=C2C(=CC=NC2=CC1)Cl)(F)F 6-(3,5-bis(trifluoromethyl)phenyl)-4-chloroquinoline